(R)-1-chloro-3-(2,6-dichloro-4-(2-(4-((R)-2-hydroxy-3-morpholinopropoxy)phenyl)propan-2-yl)phenoxy)propan-2-yl acetate C(C)(=O)O[C@@H](CCl)COC1=C(C=C(C=C1Cl)C(C)(C)C1=CC=C(C=C1)OC[C@@H](CN1CCOCC1)O)Cl